C(C)C1=NC(=CC=2CCN(CC12)CCO[Si](C)(C)C(C)(C)C)C(=O)OC[C@@H]1[C@H]([C@H]([C@@](O1)(N1C=NC=2C(=O)NC(N)=NC12)CC)OOC)O 2'-O-methoxy-ethyl-guanosine Ethyl-7-(2-((tert-butyldimethylsilyl)oxy)ethyl)-5,6,7,8-tetrahydro-2,7-naphthyridine-3-carboxylate